didodecyl 13-(3-(3-((3-(dodecyloxy)-3-oxopropyl)thio)propanimidamido)propyl)-8,18-diimino-4,22-dithia-9,13,17-triazapentacosanedioate C(CCCCCCCCCCC)OC(CCSCCC(NCCCN(CCCNC(CCCSCCC(=O)OCCCCCCCCCCCC)=N)CCCNC(CCCSCCC(=O)OCCCCCCCCCCCC)=N)=N)=O